2-((6-(6-((4-cyano-3-fluorobenzyl)oxy)pyridin-2-yl)-3-azabicyclo[4.1.0]heptan-3-yl)methyl)-1-(((S)-oxetan-2-yl)methyl)-1H-benzo[d]imidazole-6-carboxylic acid C(#N)C1=C(C=C(COC2=CC=CC(=N2)C23CCN(CC3C2)CC2=NC3=C(N2C[C@H]2OCC2)C=C(C=C3)C(=O)O)C=C1)F